Sodium 1,4,7,10-tetraazacyclododecane-1,4,7-triacetate N1(CCN(CCN(CCNCC1)CC(=O)[O-])CC(=O)[O-])CC(=O)[O-].[Na+].[Na+].[Na+]